CC(CCC(CCCCCCCCCCCCC)O)O octadecane-2,5-diol